ClC1=C(N=C(NC1=O)C1=CC=NC=C1)N1CCC(CC1)C(=O)N 1-[5-chloro-6-oxo-2-(4-pyridinyl)-1H-pyrimidin-4-yl]piperidine-4-carboxamide